OC1=C(C=C(C=C1)CCOC(C=C)=O)N1N=C2C(=N1)C=CC=C2 2-(2-hydroxy-5-acryloxyethylphenyl)-2H-benzotriazole